C(C)SC1=NC(=CC(=C1C(=O)NCC(CC(C)(C)C)C)C)N1CCOCC1 2-Ethylsulfanyl-4-methyl-6-morpholin-4-yl-N-(2,4,4-trimethyl-pentyl)-pyridine-3-carboxylic acid amide